C1(CC1)C1=NC=NC(=C1C1=NC=C(C(=N1)OCC1=CC=C(C=C1)C=1N(C=C(N1)C(F)(F)F)C)C)OC 4'-cyclopropyl-6'-methoxy-5-methyl-4-((4-(1-methyl-4-(trifluoromethyl)-1H-imidazol-2-yl)benzyl)oxy)-2,5'-bipyrimidine